3-(4-morpholinyl)-4-fluorobenzaldehyde N1(CCOCC1)C=1C=C(C=O)C=CC1F